IC(C(=O)O)C α-iodopropionic acid